C(C=C)(=O)OC[Si](O[Si](COC(C=C)=O)(C)C)(C)C 1,3-bis(acryloyloxymethyl)tetramethyldisiloxane